C(C)(=O)OC1[C@H](OC(C)=O)[C@@H](OCC2=CC3=CC=CC=C3C=C2)[C@H](OC(C)=O)[C@H](O1)COC(C)=O 1,2,4,6-tetra-O-acetyl-3-O-(2-naphthylmethyl)-D-glucopyranose